8-[5-[1-(4-fluorophenyl)ethyl]-1,3,3a,4,6,6a-hexahydropyrrolo[3,4-c]pyrrol-2-yl]-5-methyl-6-oxo-1,5-naphthyridine-2-carbonitrile FC1=CC=C(C=C1)C(C)N1CC2C(C1)CN(C2)C2=CC(N(C=1C=CC(=NC21)C#N)C)=O